BrC1=C(C(=C(OCC=2C=C(C=CC2)NC(OC(C)(C)C)=O)C=C1)F)C1OCCO1 tert-Butyl (3-((4-bromo-3-(1,3-dioxolan-2-yl)-2-fluorophenoxy)methyl)phenyl)carbamate